NC1=NC=CC=C1C1=NC=2C(=NC(=CC2)F)N1C1=CC=C(CN2CCC(CC2)NC2=NC(=NC=C2)C#N)C=C1 4-((1-(4-(2-(2-Aminopyridin-3-yl)-5-fluoro-3H-imidazo[4,5-b]pyridin-3-yl)benzyl)piperidin-4-yl)amino)pyrimidine-2-carbonitrile